C(C)(=O)N1C(CCC1)C=CS(=O)(=O)NC(NC1=C2CCCC2=CC=2CCCC12)=O 2-(1-acetylpyrrolidin-2-yl)-N-((1,2,3,5,6,7-hexahydro-S-indacen-4-yl)carbamoyl)-vinylsulfonamide